2-((4-(3-(Aminomethyl)-3-methylazetidin-1-yl)pyrimidin-5-yl)oxy)-5-fluoro-N,N-Diisopropylbenzamide NCC1(CN(C1)C1=NC=NC=C1OC1=C(C(=O)N(C(C)C)C(C)C)C=C(C=C1)F)C